CN1CCC(CC1)S(=O)(=O)C1=CC=C(C=C1)NC(=O)NCC=1C=NNC1 1-[4-(1-Methyl-piperidine-4-sulfonyl)-phenyl]-3-(1H-pyrazol-4-ylmethyl)-urea